[N+](=O)([O-])C1=CC=C(C=CC2=CC=C(C=C2)C=CC2=CC=C(C=C2)[N+](=O)[O-])C=C1 1,4-di(4-nitrostyryl)benzene